7-bromo-4'-chloro-2-methyl-2'-(methylthio)-3,4,5',8'-tetrahydro-2H-spiro[naphthalene-1,7'-pyrano[4,3-d]pyrimidine] BrC1=CC=C2CCC(C3(CC=4N=C(N=C(C4CO3)Cl)SC)C2=C1)C